2-(6-Fluoro-benzothiazol-2-ylamino)-1-methyl-1H-benzimidazole-5-carboxylic acid methylamide CNC(=O)C1=CC2=C(N(C(=N2)NC=2SC3=C(N2)C=CC(=C3)F)C)C=C1